C(CCC=C)N1CN=C2C=CC=CC2=C1 3-(pent-4-ene-1-yl)quinazoline